BrC=1C=C2C(CCOC2=CC1)NC(OCC)=O ethyl (6-bromochroman-4-yl)carbamate